COC(C1=NC=C(C=C1)OCC)=O 5-Ethoxypicolinic acid methyl ester